2-(1-chloro-cycloprop-1-yl)-1-(2-chloro-phenyl)-3-(4,5-dihydro-1,2,4-triazole-5-thion-1-yl)-propan-2-ol ClC1(CC1)C(CC1=C(C=CC=C1)Cl)(CN1N=CNC1=S)O